6-(cyclopropanecarboxamido)-N-methylpyridazine-3-carboxamide hydrochloride Cl.C1(CC1)C(=O)NC1=CC=C(N=N1)C(=O)NC